(3-cyclopropyl-1-ethyl-1H-pyrazol-5-yl)(2,8-dimethyl-1,2,3,4,4a,9b-hexahydro-5H-pyrido[4,3-b]indol-5-yl)methanone C1(CC1)C1=NN(C(=C1)C(=O)N1C2C(C=3C=C(C=CC13)C)CN(CC2)C)CC